(2R,5S)-N-{2-[(4-chlorophenyl)methyl]-2-azaspiro[3.3]heptan-6-yl}-4-(5-cyanopyrimidin-2-yl)-2,5-dimethylpiperazine-1-carboxamide ClC1=CC=C(C=C1)CN1CC2(C1)CC(C2)NC(=O)N2[C@@H](CN([C@H](C2)C)C2=NC=C(C=N2)C#N)C